5-chloro-4-iodo-N-(1-methyl-1H-pyrazol-5-yl)pyridin-2-amine ClC=1C(=CC(=NC1)NC1=CC=NN1C)I